ClC=1C(=C(C=CC1)C1=C(C=CC=C1OC(C)C)OC(C)C)P(C1CCCCC1)C1CCCCC1 Chloro(2-dicyclohexylphosphino-2',6'-diisopropyloxy-1,1'-biphenyl)